CSCN1CCCCC1 ((methylthio)methyl)piperidin